C(CCCCCCCCCCCCCCC)(=O)[O-].[Sn+2].C(CCCCCCCCCCCCCCC)(=O)[O-] tin (II) palmitate